C1(CC1)NC1=NC=CC(=C1)C=1C=C2C(=NNC2=C(C1)C#CC1(COC1)C)N 5-(2-(Cyclopropylamino)pyridin-4-yl)-7-((3-methyloxetan-3-yl)ethynyl)-1H-indazol-3-amine